C(C)S(=O)(=O)NC1=C(C=C(C=C1)C1=C2C(=NC(=C1)NC(=O)C1CC1)NC=C2)C N-(4-(4-(ethylsulfonylamino)-3-methylphenyl)-1H-pyrrolo[2,3-b]pyridin-6-yl)cyclopropylcarboxamide